5-bromo-6-chloro-2,3-dihydro-1H-inden-2-ylcarbamic acid tert-butyl ester C(C)(C)(C)OC(NC1CC2=CC(=C(C=C2C1)Br)Cl)=O